ClC=1C=C(C=C(C1)Cl)C1=NC(=CC(=C1)CN1CCC(CC1)CNC(C)=O)OC=1C=NC(=NC1)N1CC2CCC(C1)N2C N-((1-((2-(3,5-dichloro-phenyl)-6-((2-(8-methyl-3,8-diazabicyclo[3.2.1]octan-3-yl)pyrimidin-5-yl)oxy)pyridin-4-yl)methyl)piperidin-4-yl)methyl)acetamide